C(C)N(CCNC(C1=CC=C(C=C1)NC(CCCC)=O)=O)CC N-[2-(diethylamino)ethyl]-4-(pentanoylamino)benzamide